BrC=1C2=C(C(=NC1)NC(OC(C)(C)C)=O)C=CN2C tert-Butyl (7-bromo-1-methyl-1H-pyrrolo[3,2-c]pyridin-4-yl)carbamate